C1(CCCCC1)CN1CCC(CC1)C=1C=C2C(=C(NC2=CC1)C1=CC(=NC(=C1)C)C)C(C)C 5-(1-(cyclohexylmethyl)piperidin-4-yl)-2-(2,6-dimethylpyridin-4-yl)-3-isopropyl-1H-indole